C1(=CC=CC=C1)CCCOC1C(C1)C(=O)O 2-(3-phenylpropoxy)cyclopropane-1-carboxylic acid